N1(CCNCC1)C=1C2=C(N=CN1)C=CN=C2 4-(piperazin-1-yl)pyrido[4,3-d]pyrimidine